6-Methoxy-5-((E)-2-(trans-4-(trifluoromethyl)cyclohexyl)vinyl)pyridazin-3-amine COC1=C(C=C(N=N1)N)\C=C\[C@@H]1CC[C@H](CC1)C(F)(F)F